6-(2,6-Dichloro-4-nitrophenoxy)-4,4-dimethyl-1-(trifluoromethyl)-2,3,4,9-tetrahydro-1H-pyrido[3,4-b]indole ClC1=C(OC=2C=C3C4=C(NC3=CC2)C(NCC4(C)C)C(F)(F)F)C(=CC(=C1)[N+](=O)[O-])Cl